C(=O)O.CC1=NC=C(C=C1CBr)F methyl-3-(bromomethyl)-5-fluoropyridine formate